ClC1=CC=C(C=C1)C1=C(C=CC=C1)CN1CC2N(C(C1)C2)C(=O)C=2C=C1CN(C(C1=CC2F)=O)C2C(NC(CC2)=O)=O 3-(5-(3-((4'-chloro-[1,1'-biphenyl]-2-yl)methyl)-3,6-diazabicyclo[3.1.1]heptane-6-Carbonyl)-6-fluoro-1-oxoisoindolin-2-yl)piperidine-2,6-dione